3,3'-dimethoxy-biphenyl diisocyanate [N-]=C=O.[N-]=C=O.COC=1C=C(C=CC1)C1=CC(=CC=C1)OC